CC1=CC(=CC2=C1NC(=N2)NC(OCC)=O)C2=NNC(C1=CC=CC=C21)=O Ethyl (7-methyl-5-(4-oxo-3,4-dihydrophthalazin-1-yl)-1H-benzimidazol-2-yl)carbamate